C1(=CC=C(C=C1)[C@H]1[C@H](C1)/C=C/C1=CC=CC2=CC=CC=C12)C 1-((E)-2-((1R,2R)-2-(p-tolyl)cyclopropyl)vinyl)naphthalene